N2-tert-butyl-N4-ethyl-6-methoxy-1,3,5-triazine-2,4-diamine C(C)(C)(C)NC1=NC(=NC(=N1)NCC)OC